butyl N-[(2E)-4-aminobut-2-en-1-yl]carbamate NC/C=C/CNC(OCCCC)=O